chloro-4-(methylsulfonyl)pyrimidin ClC1=NC=CC(=N1)S(=O)(=O)C